((1-cyclopropyl-3-(tetrahydro-2H-pyran-4-yl)-1H-pyrazol-4-yl)oxy)-7-(1-(methylsulfonyl)-1H-pyrazol-4-yl)quinoline C1(CC1)N1N=C(C(=C1)OC1=NC2=CC(=CC=C2C=C1)C=1C=NN(C1)S(=O)(=O)C)C1CCOCC1